BrC=1C=CC(=C(C1)C1COCCCN1C1=NC(=NC(=C1)C)N)Cl 4-(3-(5-bromo-2-chlorophenyl)-1,4-oxazepan-4-yl)-6-methylpyrimidin-2-amine